ClC=1C(=C(C=CC1)O)Cl.[S] sulfur bischlorophenol